C(C)(C)C1=CC=C(C[C@@H](NC(C(C)(C)C)=O)C(=O)O)C=C1 (R)-4-isopropyl-pivaloylphenylalanine